N[C@H]1CS(C2=C(N(C1=O)CC1=CC=C(C=C1)Cl)C=C(C(=C2)F)C=2OC(=NN2)NC2CNCC(C2)(F)F)(=O)=O (3R)-3-amino-5-[(4-chlorophenyl)methyl]-7-[5-[(5,5-difluoro-3-piperidyl)amino]-1,3,4-oxadiazol-2-yl]-8-fluoro-1,1-dioxo-2,3-dihydro-1lambda6,5-benzothiazepin-4-one